C(C)N1N=C2C([N+](=CC=C2)[O-])=C1C 2-ethyl-3-methyl-2H-pyrazolo[4,3-b]Pyridine 4-oxide